5-((4-(((S)-2-hydroxy-1-phenylethyl)amino)-5-(1,2,4-oxadiazol-5-yl)pyrimidin-2-yl)amino)-3-methylisoindolin-1-one OC[C@H](C1=CC=CC=C1)NC1=NC(=NC=C1C1=NC=NO1)NC=1C=C2C(NC(C2=CC1)=O)C